C1(C(C=CC2=CC3=CC4=CC=CC=C4C=C3C=C12)=O)=O tetracenedione